(S)-tert-butyl 3-methyl-6-(2-(1,2,2,6,6-pentamethylpiperidin-4-yl)benzo[d]thiazol-5-yl)-3,4-dihydropyridine-1(2H)-carboxylate C[C@@H]1CN(C(=CC1)C=1C=CC2=C(N=C(S2)C2CC(N(C(C2)(C)C)C)(C)C)C1)C(=O)OC(C)(C)C